FC=1C(=NC(=NC1)NC1CCN(CC1)C(C)=O)N1CCOCC1 1-(4-((5-fluoro-4-morpholinopyrimidin-2-yl)amino)piperidin-1-yl)ethan-1-one